6-[2-(2-fluorophenyl)ethyl]-4-hydroxypyridazin-3(2H)-one FC1=C(C=CC=C1)CCC=1C=C(C(NN1)=O)O